CC1(CC2C3(CCCC(CCC12)(C3)C)OCCC(C)O)C 4-((4,4,8-Trimethyltricyclo[6.3.1.02,5]dodecan-1-yl)oxy)butan-2-ol